C(CCCCCCC)C1(C2=CC(=CC=C2C=2C=CC(=CC12)C=1SC(=CC1)[Sn](CCCC)(CCCC)CCCC)C=1SC(=CC1)[Sn](CCCC)(CCCC)CCCC)CCCCCCCC 9,9-dioctyl-2,7-bis{5-(tributylstannyl)-thiophen-2-yl}fluorene